C(C)C(C=O)CC 2-ethyl-butyraldehyde